Butyl 8-methylene-11-oxo-3,4,8,9,10,11-hexahydro-1H-pyrido[4',3':3,4]pyrazolo-[1,5-a]azepine-2(7H)-carboxylate C=C1CCC(C=2N(C1)N=C1C2CN(CC1)C(=O)OCCCC)=O